3-((5-fluoro-2-(5-fluoro-1H-pyrazolo[3,4-b]pyridin-3-yl)pyrrolo[2,1-f][1,2,4]triazin-4-yl)amino)bicyclo[2.2.2]octane-2-carboxylic acid FC=1C=CN2N=C(N=C(C21)NC2C(C1CCC2CC1)C(=O)O)C1=NNC2=NC=C(C=C21)F